S(=O)(=O)(C1=CC=C(C)C=C1)CC(=O)OC 1-methyl tosylacetate